(2-methylpyrazol-3-yl)-4-(o-tolyl)benzonitrile CN1N=CC=C1C1=C(C#N)C=CC(=C1)C1=C(C=CC=C1)C